N-Cyclohexylamino-methyltriethoxysilan C1(CCCCC1)NC(C)O[Si](OCC)(OCC)C